COC1=C(C=C(C=C1)N1C(N([C@H](CC1)C)CC1=C2C(=CNC2=CC=C1)C)=O)OCCCCC (S)-1-(4-methoxy-3-(pentyloxy)phenyl)-4-methyl-3-((3-methyl-1H-indol-4-yl)methyl)tetrahydropyrimidin-2(1H)-one